p-methylsulfosulfonyl-phenylserinol CC1=CC=C(C=C1)N(C(CO)CO)S(=O)(=O)S(=O)(=O)O